methyl (E)-3-[10-acetyl-4-(4-fluorophenyl)-5-isopropyl-2,4,10,11-tetrazatricyclo[7.3.0.03,7]dodeca-1,3(7),5,8,11-pentaen-6-yl]prop-2-enoate C(C)(=O)N1C2=CC=3C(=C(N(C3N=C2C=N1)C1=CC=C(C=C1)F)C(C)C)/C=C/C(=O)OC